(5S,6R)-6-(2,5-difluoro-4-methylphenyl)-5-(4-(4-(dimethoxymethyl)piperidin-1-yl)phenyl)-8,8-difluoro-5,6,7,8-tetrahydronaphthalen-2-ol FC1=C(C=C(C(=C1)C)F)[C@H]1[C@H](C=2C=CC(=CC2C(C1)(F)F)O)C1=CC=C(C=C1)N1CCC(CC1)C(OC)OC